Tert-butyl ((2-chlorothiophen-3-yl)methyl)(methyl)carbamate ClC=1SC=CC1CN(C(OC(C)(C)C)=O)C